NC1=C(C(=S)N)C=C(C(=C1F)C1=CC(=CC2=CC=CC=C12)OC)Cl 2-amino-5-chloro-3-fluoro-4-(3-methoxynaphthalen-1-yl)thiobenzamide